C(C)(C)C=1C(=CC2=C(N(C(N2)=O)C2CCC(CC2)N2CC(CC2)S(=O)(=O)C)C1)C=1C=C(C=2N(C1)N=CN2)OC 6-isopropyl-5-(8-methoxy-[1,2,4]triazolo[1,5-a]pyridin-6-yl)-1-(4-(3-(methylsulfonyl)pyrrolidin-1-yl)cyclohexyl)-1,3-dihydro-2H-benzo[d]imidazol-2-one